N-[4-chloro-2-(3-pyridinyl)thiazol-5-yl]-N-ethyl-2-methyl-3-methylthiopropanamide ClC=1N=C(SC1N(C(C(CC)C)=S)CC)C=1C=NC=CC1